Cl.NC(C(=O)N1CCN(CC1)C(=O)NC1=NC(N(C=C1)C=1C=C2CN(CC2=CC1)[C@@H]1CC[C@H](CC1)N)=O)(C)C 4-(2-amino-2-methylpropanoyl)-N-(1-(2-((trans)-4-aminocyclohexyl)isoindolin-5-yl)-2-oxo-1,2-dihydropyrimidin-4-yl)piperazine-1-carboxamide hydrochloride